ClC1=C(C(=O)N2COC3=C(C2)C=CC=C3C3=CC(=C(C(=O)O)C=C3F)N3C2COCC3CC2)C(=CC(=C1)N1C[C@@H](N(CC1)C)C)Cl 4-[3-[2,6-Dichloro-4-[(3S)-3,4-dimethylpiperazin-1-yl]benzoyl]-2,4-dihydro-1,3-benzoxazin-8-yl]-5-fluoro-2-(3-oxa-8-azabicyclo[3.2.1]oct-8-yl)benzoic acid